COCCC1=CC=C(C=N1)C1=NN2C(N=CC=C2)=C1C(=O)N[C@@H]1C(NC2=C(C(=N1)C1=CC=CC=C1)C=CC=C2F)=O 2-[6-(2-methoxyethyl)pyridin-3-yl]-N-[(3S)-9-fluoro-2-oxo-5-phenyl-1,3-dihydro-1,4-benzodiazepin-3-yl]pyrazolo[1,5-a]pyrimidine-3-carboxamide